tert-butyl N-[(1S)-1-[3-(2-cyclopentyl-4-pyridyl)-1,2,4-oxadiazol-5-yl]ethyl]carbamate C1(CCCC1)C1=NC=CC(=C1)C1=NOC(=N1)[C@H](C)NC(OC(C)(C)C)=O